(S)-2-(6-(2,5-dioxo-2,5-dihydro-1H-pyrrol-1-yl)hexanamido)-3-methylbutan O=C1N(C(C=C1)=O)CCCCCC(=O)N[C@@H](C)C(C)C